m-Tolylacrylat C1(=CC(=CC=C1)OC(C=C)=O)C